C(C1=CC=CC=C1)OC=1C=C2CCC(=C(C2=CC1)C)C=O 6-(benzyloxy)-1-methyl-3,4-dihydronaphthalene-2-carbaldehyde